4-(1-(2,2-difluoroethyl)-3-phenyl-1H-pyrazol-4-yl)-7-methoxyquinazolin-6-amine FC(CN1N=C(C(=C1)C1=NC=NC2=CC(=C(C=C12)N)OC)C1=CC=CC=C1)F